C1(CC1)N(C1=C(C(=NC=N1)NCC1=CC=C(C=C1)CC(=O)N)F)CC1=CC(=CC=C1)OC 2-[4-[[[6-[cyclopropyl-[(3-methoxyphenyl)methyl]amino]-5-fluoro-pyrimidin-4-yl]amino]methyl]phenyl]acetamide